7-methyl-2H-benzo[e][1,2,4]thiadiazine-3(4H)-one 1,1-dioxide CC1=CC2=C(NC(NS2(=O)=O)=O)C=C1